4-((4-aminobutyl)amino)-3-nitrobenzamide TFA salt OC(=O)C(F)(F)F.NCCCCNC1=C(C=C(C(=O)N)C=C1)[N+](=O)[O-]